C(#N)CN1CC(CCC1)CNC1=C(C=C(C=C1)S(=O)(=O)NC(C1=C(C=CC=C1)OC=1C=C2C(=NC1)NC=C2)=O)[N+](=O)[O-] N-{[4-({[1-(cyanomethyl)piperidin-3-yl]methyl}amino)-3-nitrophenyl]sulfonyl}-2-(1H-pyrrolo[2,3-b]pyridin-5-yloxy)benzamide